4-[(4-(methylsulfonyl)phenyl)(phenyl)methyl]piperidine TFA salt OC(=O)C(F)(F)F.CS(=O)(=O)C1=CC=C(C=C1)C(C1CCNCC1)C1=CC=CC=C1